aminopropyl-methyl-trimethoxysilane NCCCCO[Si](OC)(OC)C